[Na+].P([O-])(=O)(OP(=O)([O-])OP(=O)([O-])[O-])OC[C@@H]1[C@H](C[C@@H](O1)N1C(=O)NC(=O)C(C)=C1)O.[Na+].[Na+].[Na+] Thymidine-5'-triphosphate sodium salt